2-[3-(2-{[(2R,7aS)-2-fluoro-hexahydro-1H-pyrrolizin-7a-yl]methoxy}-7-bromo-8-fluoroquinazolin-4-yl)-3,8-diazabicyclo[3.2.1]octan-8-yl]ethan-1-ol F[C@@H]1C[C@@]2(CCCN2C1)COC1=NC2=C(C(=CC=C2C(=N1)N1CC2CCC(C1)N2CCO)Br)F